N4-(morpholin-2-ylmethyl)-N2-(1,2,3,4-tetrahydroisoquinolin-6-yl)-5-(trifluoromethyl)pyrimidine-2,4-diamine N1CC(OCC1)CNC1=NC(=NC=C1C(F)(F)F)NC=1C=C2CCNCC2=CC1